N-[4-[5-[4-acetamido-2-(tert-butylsulfamoyl)phenyl]thiazol-2-yl]phenyl]carbamic acid 2-chloroethyl ester ClCCOC(NC1=CC=C(C=C1)C=1SC(=CN1)C1=C(C=C(C=C1)NC(C)=O)S(NC(C)(C)C)(=O)=O)=O